C1(CCCCC1)=NC1=CC=CC=C1 N-cyclohexylideneaniline